(2-(5-(4-amino-5-(1-methyl-1H-pyrazol-3-yl)-7H-pyrrolo[2,3-d]pyrimidin-7-yl)pyridin-3-yl)ethyl)-N-methylquinolin-2-amine NC=1C2=C(N=CN1)N(C=C2C2=NN(C=C2)C)C=2C=C(C=NC2)CCC=2C(=NC1=CC=CC=C1C2)NC